3-Chloro-5-nitropyridine-2-carbonitrile ClC=1C(=NC=C(C1)[N+](=O)[O-])C#N